2-Bromo-4-fluoro-6-(((4-methoxy-3-(1-methyl-1H-1,2,4-triazol-3-yl)-5-nitrobenzyl)oxy)methyl)pyridine BrC1=NC(=CC(=C1)F)COCC1=CC(=C(C(=C1)[N+](=O)[O-])OC)C1=NN(C=N1)C